C(C1=CC(=C(C=C1C)O)C)C1=CC(=C(C=C1C)O)C 4,4'-methylenebis(2,5-dimethylphenol)